N-(4-chloro-3-fluorobenzyl)-5-(2-chloro-5-(isobutyrylaminomethyl)benzoylamino)-1-methyl-1H-indole-2-carboxamide ClC1=C(C=C(CNC(=O)C=2N(C3=CC=C(C=C3C2)NC(C2=C(C=CC(=C2)CNC(C(C)C)=O)Cl)=O)C)C=C1)F